5-fluoro-1-((1s,2R)-1-methyl-5-(pyridin-2-yl)-2,3-dihydro-1H-indene-2-carbonyl)indoline-6-sulfonamide FC=1C=C2CCN(C2=CC1S(=O)(=O)N)C(=O)[C@H]1[C@@H](C2=CC=C(C=C2C1)C1=NC=CC=C1)C